1-(5-methoxy-4-methyl-2-methylsulfanylphenyl)propan-2-amine COC=1C(=CC(=C(C1)CC(C)N)SC)C